((1R,3s,5S)-8-(3-(7-chloro-2-methylbenzo[d]thiazol-6-yl)-4-cyano-1H-pyrazolo[3,4-d]pyrimidin-6-yl)-8-azabicyclo[3.2.1]oct-3-yl)carbamic acid tert-butyl ester C(C)(C)(C)OC(NC1C[C@H]2CC[C@@H](C1)N2C2=NC(=C1C(=N2)NN=C1C1=C(C2=C(N=C(S2)C)C=C1)Cl)C#N)=O